FC=1C(=C(N)C=CC1)N1CCN(CC1)C(C)C 3-fluoro-2-[4-(propan-2-yl)piperazin-1-yl]aniline